C(#N)CC1(NN(C=CC1)S(=O)(=O)CC(F)(F)F)N1N=C(C(=C1)C=1C2=C(N=CN1)N(C=C2)CO)C(=O)N 1-(3-(cyanomethyl)-1-((2,2,2-trifluoroethyl)sulfonyl)azapyridin-3-yl)-4-(7-(hydroxymethyl)-7H-pyrrolo[2,3-d]pyrimidin-4-yl)-1H-pyrazole-3-carboxamide